C(CCC)C1COC(C=2C(=NC=3C=CN=CC3C2N1)NCC1=C(C=C(C=C1)OC)OC)=O 2-butyl-6-((2,4-dimethoxybenzyl)amino)-2,3-dihydro-[1,4]oxazepino[6,5-c][1,6]naphthyridin-5(1H)-one